C(C(C)C)C1=CC=C(C=C1)C(C(=O)NNS(=O)(=O)C1=CC=C(C=C1)C1=CC=C(C=C1)OC)C N'-(2-(4-isobutylphenyl)propanoyl)-4'-methoxy-[1,1'-biphenyl]-4-sulfonohydrazide